2-(4,6-dimethylpyrazolo[1,5-a]pyrazin-2-yl)-7-[4-(4-methylpiperazin-1-yl)piperidin-1-yl]-4H-pyrido[1,2-a]pyrimidin-4-one CC=1C=2N(C=C(N1)C)N=C(C2)C=2N=C1N(C(C2)=O)C=C(C=C1)N1CCC(CC1)N1CCN(CC1)C